4-(2,4,6-trimethoxybenzyl)benzene-1,3-diol COC1=C(CC2=C(C=C(C=C2)O)O)C(=CC(=C1)OC)OC